C(C)OC(=O)C1=CC=C(C=C1)NC(=S)C1=C(CCN(C1=O)C(=O)OC(C)(C)C)O tert-Butyl 5-((4-(ethoxycarbonyl)phenyl)carbamothioyl)-4-hydroxy-6-oxo-3,6-dihydropyridine-1(2H)-carboxylate